3-(5-chloro-2-hydroxy-phenyl)-3-methyl-6-(trifluoromethyl)indolin-2-one ClC=1C=CC(=C(C1)C1(C(NC2=CC(=CC=C12)C(F)(F)F)=O)C)O